BrC=1C=C(C(=C(C1)F)NC)N 4-bromo-6-fluoro-N1-methylbenzene-1,2-diamine